CC1=C(C(=O)C(=C(C1=O)OC)OC)C/C=C(\\C)/CC/C=C(\\C)/CC/C=C(\\C)/CC/C=C(\\C)/CC/C=C(\\C)/CC/C=C(\\C)/CCC=C(C)C The molecule is a compound whose structure comprises a 2,3-dimethoxy-5-methylbenzoquinone nucleus, common to ubiquinones; and a side chain of seven isoprenoid units.